guanosine 5'-[gamma-thio]triphosphate C1=NC2=C(N1[C@H]3[C@@H]([C@@H]([C@H](O3)COP(=O)(O)OP(=O)(O)OP(=S)(O)O)O)O)N=C(NC2=O)N